3-(3-Isopropyl-2-(8-methoxy-[1,2,4]triazolo[1,5-a]pyridin-6-yl)-1H-indol-5-yl)cyclobutan-1-amin C(C)(C)C1=C(NC2=CC=C(C=C12)C1CC(C1)N)C=1C=C(C=2N(C1)N=CN2)OC